terphenyl-amine C=1(C(=CC=CC1)N)C=1C(=CC=CC1)C1=CC=CC=C1